(3R,5'S)-1'-((S)-2-(4,6-difluoro-N-(methyl-d3)-1H-indole-2-carboxamido)-4-fluoro-4-methylpentanoyl)-2-oxo-6-(trifluoromethyl)spiro[indoline-3,3'-pyrrolidine]-5'-carboxamide FC1=C2C=C(NC2=CC(=C1)F)C(=O)N(C([2H])([2H])[2H])[C@H](C(=O)N1C[C@]2(C[C@H]1C(=O)N)C(NC1=CC(=CC=C12)C(F)(F)F)=O)CC(C)(C)F